BrC=1C=C(CN(C(=O)C=2N=CC3=CC=CC=C3C2)C2CCN(CC2)S(=O)(=O)CCCC)C=CC1 N-(3-bromobenzyl)-N-(1-(butylsulfonyl)piperidin-4-yl)isoquinoline-3-carboxamide